OCCN(CCCCCCCC(=O)OC(CCCCCCCC(F)(F)F)CCCCCCCC(F)(F)F)CCCCCC(OCCCCCCCCCCC(F)(F)F)=O 1,1,1,17,17,17-Hexafluoroheptadecan-9-yl 8-((2-hydroxyethyl)(6-oxo-6-((11,11,11-trifluoroundecyl)oxy)hexyl)amino)octanoate